diphenol methacrylate C(C(=C)C)(=O)O.C1(=CC=CC=C1)O.C1(=CC=CC=C1)O